NCCOCCNC(C1=C(C=C(C=C1)NC=1C=2N(C=CN1)C(=CN2)C2=C(C(=CC=C2)F)C(F)(F)F)CC)=O N-[2-(2-aminoethoxy)ethyl]-2-ethyl-4-[[3-[3-fluoro-2-(trifluoromethyl)phenyl]imidazo[1,2-a]pyrazin-8-yl]amino]benzamide